ClC=1C=NC(=C2C(C=C(N(C12)C1=C(C=CC=C1Cl)Cl)C)=O)OCC(CO)(CO)CO 8-chloro-1-(2,6-dichlorophenyl)-5-(3-hydroxy-2,2-bis(hydroxymethyl)propoxy)-2-methyl-1,6-naphthyridin-4(1H)-one